ClC1=CN=C2C(=N1)N(N=C2)[C@@H]2COCC2 (S)-6-chloro-1-(tetrahydrofuran-3-yl)-1H-pyrazolo[3,4-b]pyrazine